N1(N=CC=C1)CC1=CC=C(COC=2C=C(N=NC2)NC(=O)[C@@H]2[C@H](C2)C2=CC(=CC=C2)Cl)C=C1 |r| rac-(1S*,2S*)-N-(5-((4-((1H-pyrazol-1-yl)methyl)benzyl)oxy)pyridazin-3-yl)-2-(3-chlorophenyl)cyclopropane-1-carboxamide